N-(4-(1,1,1,3,3,3-hexafluoro-2-hydroxypropan-2-yl)phenyl)isonicotinamide FC(C(C(F)(F)F)(O)C1=CC=C(C=C1)NC(C1=CC=NC=C1)=O)(F)F